COC=1C=C(C=C(C1C(NCC(F)(F)F)=O)OC)C1=CN=C2N1C=CC(=C2)C=2C=NN(C2)C(C(=O)OCC)C(C)C ethyl 2-[4-(3-[3,5-dimethoxy-4-(2,2,2-trifluoro-ethylcarbamoyl) phenyl]imidazo[1,2-a]pyridin-7-yl)pyrazol-1-yl]-3-methyl-butanoate